Ethyl 2,6,8-trimethyl-4,7-dioxo-4,6,7,8-tetrahydro-3H-pyrrolo[3,2-g]quinazoline-6-carboxylate CC1=NC2=CC3=C(C=C2C(N1)=O)C(C(N3C)=O)(C(=O)OCC)C